5-amino-2H-thiopyran-3(6H)-one NC1=CC(CSC1)=O